[Br-].C=CC1=CC=CC=C1 Styrene bromide